FC=1C=CC2=C(CCO2)C1C1=NC(=C2N1C(=NC=C2)N)S(=O)(=O)C (5-fluoro-2,3-dihydrobenzofuran-4-yl)-1-(methylsulfonyl)imidazo[1,5-c]pyrimidin-5-amine